N-(6-(5-chloro-6-fluoro-7-isopropyl-1H-indazol-4-yl)imidazo[1,2-a]pyridin-2-yl)-2-fluorocyclopropane-1-carboxamide ClC=1C(=C2C=NNC2=C(C1F)C(C)C)C=1C=CC=2N(C1)C=C(N2)NC(=O)C2C(C2)F